OC1=CC=C(C=C1)C(C)C1=CC=C(C=C1)O bis(4-hydroxyphenyl)ethane